3-bromo-5-chloro-4H-1,2,4-triazole BrC1=NN=C(N1)Cl